4-(1-Pyrrolidinyl)-1-butanol N1(CCCC1)CCCCO